8-benzyl 2-(tert-butyl) 6-oxo-2,5,8-triazaspiro[3.5]nonane-2,8-dicarboxylate O=C1NC2(CN(C2)C(=O)OC(C)(C)C)CN(C1)C(=O)OCC1=CC=CC=C1